2,8-dimethyl-7-(3-(5-methylfuran-2-yl)-7,8-dihydro-1,6-naphthyridin-6(5H)-yl)-4H-pyrimido[1,2-b]pyridazin-4-one CC=1N=C2N(N=C(C(=C2)C)N2CC=3C=C(C=NC3CC2)C=2OC(=CC2)C)C(C1)=O